N-(4-fluorophenyl)-N-(2-((4-methylphenyl)amino)pyrimidin-4-yl)cyclopropane-1,1-dicarboxamide FC1=CC=C(C=C1)N(C(=O)C1(CC1)C(=O)N)C1=NC(=NC=C1)NC1=CC=C(C=C1)C